NC=1C(=NN(C1C(=O)N)C1=C(C=C(C=C1F)CNC(C1=C(C=CC(=C1)F)OC)=O)OCC)C(C)C 4-amino-1-(2-ethoxy-6-fluoro-4-((5-fluoro-2-methoxybenzamido)methyl)phenyl)-3-isopropyl-1H-pyrazole-5-carboxamide